C(CN(CC(=O)O)CC(=O)O)N(CC(=O)O)CC(=O)O.[K].[K].[K] tri-potassium ethylenediaminetetraacetic acid